NCC1=CC=C(C=C1)CNC1=C(C(=NN1C(C(C)(C)C)=O)C1CN(CC1)S(=O)(=O)N(C)C)F 3-[5-({[4-(aminomethyl)phenyl]methyl}amino)-1-(2,2-dimethylpropanoyl)-4-fluoro-1H-pyrazol-3-yl]-N,N-dimethylpyrrolidine-1-sulfonamide